2-(difluoromethyl)-5-(4-((4-(isoindolin-5-yl)-1H-1,2,3-triazol-1-yl)methyl)phenyl)-1,3,4-oxadiazole FC(C=1OC(=NN1)C1=CC=C(C=C1)CN1N=NC(=C1)C=1C=C2CNCC2=CC1)F